(2-(4-(quinazolin-4-yl)piperazin-1-yl)ethyl)phosphonic acid N1=CN=C(C2=CC=CC=C12)N1CCN(CC1)CCP(O)(O)=O